6-acetyl-2-((4-(4-(4-(chloromethyl)benzyl)piperazin-1-yl)-3-methoxyphenyl)amino)-8-cyclopentyl-5-methylpyrido[2,3-d]pyrimidin-7(8H)-one C(C)(=O)C1=C(C2=C(N=C(N=C2)NC2=CC(=C(C=C2)N2CCN(CC2)CC2=CC=C(C=C2)CCl)OC)N(C1=O)C1CCCC1)C